3-chloro-6-(1-tetrahydrofuran-3-ylcyclopropoxy)pyridazine ClC=1N=NC(=CC1)OC1(CC1)C1COCC1